2-(3-methylindol-1-yl)butanoic acid CC1=CN(C2=CC=CC=C12)C(C(=O)O)CC